FC(C1=C(C(=O)NC(C(=O)O)CC)C=CN=C1)(F)F 2-(3-(trifluoromethyl)isonicotinamido)butanoic acid